N-(4-(5-amino-1-(4-fluorophenyl)imidazo[1,5-c]pyrimidin-3-yl)benzyl)-5-fluoro-2-methoxybenzamide NC1=NC=CC=2N1C(=NC2C2=CC=C(C=C2)F)C2=CC=C(CNC(C1=C(C=CC(=C1)F)OC)=O)C=C2